FC=1C(=CC2=C(C(N3[C@@H](CO2)C[C@@H](C3)NC3=NC=C2CCC(NC2=C3F)=O)=O)C1OC(C)C)C (2S,11aR)-7-fluoro-2-((8-fluoro-2-oxo-1,2,3,4-tetrahydro-1,6-naphthyridin-7-yl)amino)-6-isopropoxy-8-methyl-2,3,11,11a-tetrahydro-1H,5H-benzo[f]pyrrolo[2,1-c][1,4]oxazepin-5-one